C[C@@H]1CN(C[C@@H]2CCCC[C@H]12)C(C(=O)NC=1C=C(C=NC1)C(=O)N)=O 5-[[2-[(4S,4aR,8aR)-4-methyl-3,4,4a,5,6,7,8,8a-octahydro-1H-isoquinolin-2-yl]-2-oxo-acetyl]amino]pyridine-3-carboxamide